CN1C(N(CC1)C1CC2CN(C1C2)C=2N=NC(=C(N2)NC2=CC=C(C=C2)N2CCC(CC2)=O)C(=O)N)=O (6-(3-methyl-2-oxoimidazolin-1-yl)-2-azabicyclo[2.2.1]heptan-2-yl)-5-((4-(4-oxopiperidin-1-yl)phenyl)amino)-1,2,4-triazine-6-carboxamide